4-aminocyclobutanol NC1CCC1O